FC1=CC=C(C=C1)C=1C(C(=NN(C1)COCC[Si](C)(C)C)C(=O)OC)=O methyl 5-(4-fluorophenyl)-4-oxo-1-((2-(trimethylsilyl) ethoxy) methyl)-1,4-dihydropyridazine-3-carboxylate